4-chloro-2-(2-(tetrahydrofuran-2-yl)ethyl)-6-(3-(m-tolyl)-1H-pyrazol-1-yl)pyrimidine ClC1=NC(=NC(=C1)N1N=C(C=C1)C=1C=C(C=CC1)C)CCC1OCCC1